NC1=NC2=CC(=CC=C2C=C1Br)CC[C@H]1S[C@H]([C@@H]([C@@H]1O)O)N1C=CC2=C1N=CN=C2NC (2R,3S,4R,5R)-2-(2-(2-amino-3-bromoquinolin-7-yl)ethyl)-5-(4-(methylamino)-7H-pyrrolo[2,3-d]pyrimidin-7-yl)tetrahydrothiophene-3,4-diol